(1S,2S,3R,5S)-3-((5-chloro-4-((R)-8-fluoro-2-(2-hydroxypropan-2-yl)-3-methyl-3,4-dihydro-5-oxa-1,2a-diazaacenaphthylen-6-yl)pyrimidin-2-yl)amino)-6,8-dioxabicyclo[3.2.1]octan-2-ol ClC=1C(=NC(=NC1)N[C@H]1[C@@H]([C@@H]2CO[C@H](C1)O2)O)C2=C1OC[C@H](N3C(=NC(C(=C2)F)=C31)C(C)(C)O)C